NCC1=NNC(C2=CC=C(C=C12)C=1C=NN(C1C1=C(C#N)C(=CC(=C1F)Cl)OC1CC1)C)=O 2-(4-(4-(aminomethyl)-1-oxo-1,2-dihydro-phthalazin-6-yl)-1-methyl-1H-pyrazol-5-yl)-4-chloro-6-cyclopropoxy-3-fluorobenzonitrile